FC1CN(C1)C(CN1C(N(C2=NC=C(C=C21)C2=CC(=CC=C2)C(F)(F)F)C)=O)=O 1-[2-(3-fluoroazetidin-1-yl)-2-oxo-ethyl]-3-methyl-6-[3-(trifluoromethyl)phenyl]imidazo[4,5-b]pyridin-2-one